CC1(OC=2C=C3C(=C(C2CC1)O)CCC(O3)(C)C)C 2,2,8,8-Tetramethyl-3,4,6,7-tetrahydropyrano[3,2-g]chromen-5-ol